C(CCCC)(=O)O.N[C@@H](CCCNC(=O)N)C(=O)O citrulline valerate